ClC1=C(C(=O)NC2=CC=C(C=C2)N2C3=C(NC(CC2=O)=O)C2=CC=CC=C2C=C3)C=CC=C1O 5-[4-(2-chloro-3-hydroxybenzoylamino)phenyl]-1H-naphtho[1,2-b][1,4]diazepine-2,4(3H,5H)-dione